2,5-bis(t-butylperoxy)2,5-dimethylhexyne C(C)(C)(C)OOC(C)(C#CC(C)(C)OOC(C)(C)C)C